3-((4-aminobutyl)(4-(3,4-dichlorophenyl)-5-isobutylthiazol-2-yl)amino)propanoic acid NCCCCN(CCC(=O)O)C=1SC(=C(N1)C1=CC(=C(C=C1)Cl)Cl)CC(C)C